3-[[4-(2,6-dimethylphenyl)-6-[4,4,4-trifluoro-2-(spiro[2.3]hexan-5-ylamino)butoxy]pyrimidin-2-yl]sulfamoyl]benzoic acid CC1=C(C(=CC=C1)C)C1=NC(=NC(=C1)OCC(CC(F)(F)F)NC1CC2(CC2)C1)NS(=O)(=O)C=1C=C(C(=O)O)C=CC1